O1CC(C1)CN1C=NC(=C1)C(=O)N 1-(oxetan-3-ylmethyl)-1H-imidazole-4-carboxamide